((((1R,2R)-2-((4-methylphenyl)sulfonamido)-1,2-diphenylethyl)amino)methyl)pyrrolidine-1-carboxylic acid tert-butyl ester C(C)(C)(C)OC(=O)N1C(CCC1)CN[C@@H]([C@@H](C1=CC=CC=C1)NS(=O)(=O)C1=CC=C(C=C1)C)C1=CC=CC=C1